C1(CC(C(CC1)C(C)C)O)C menthanol